C(#C)C1=C(C=C(C(=N1)C)C1=C(C2=C(N=CN=C2N)N1C)C1=CC=C(C=C1)OC1=NC=CC(=N1)C)F 6-(6-ethynyl-5-fluoro-2-methylpyridin-3-yl)-7-methyl-5-(4-((4-methylpyrimidin-2-yl)oxy)phenyl)-7H-pyrrolo[2,3-d]pyrimidin-4-amine